CS(=O)(=O)NC1C(NCCC1)CC=1C=C(C=CC1)C1=C(C=CC=C1)CCCC(=O)OC methyl 4-(3'-((3-(methylsulfonamido)piperidin-2-yl)methyl)-[1,1'-biphenyl]-2-yl)butanoate